(S)-2-(3-cyclopropyl-1H-pyrazol-1-yl)-N-(2-(3,5-difluorophenyl)-1-(7-(6-methoxypyridin-2-yl)-3-(4-(morpholinosulfonyl)phenyl)-4-oxo-3,4-dihydroquinazolin-2-yl)ethyl)acetamide C1(CC1)C1=NN(C=C1)CC(=O)N[C@@H](CC1=CC(=CC(=C1)F)F)C1=NC2=CC(=CC=C2C(N1C1=CC=C(C=C1)S(=O)(=O)N1CCOCC1)=O)C1=NC(=CC=C1)OC